7,7-dichloro-3-methyl-3-azabicyclo[4.1.0]heptane-1-carboxylic acid methyl ester COC(=O)C12CN(CCC2C1(Cl)Cl)C